2-formyl-benzene sodium [Na].C(=O)C1=CC=CC=C1